tert-butyl (6-((2S)-2-(3-(1H-pyrazol-5-yl)piperidin-1-yl)propanamido)pyridin-3-yl)(propyl)carbamate N1N=CC=C1C1CN(CCC1)[C@H](C(=O)NC1=CC=C(C=N1)N(C(OC(C)(C)C)=O)CCC)C